F[C@@H]1CN(CC[C@@H]1OC=1C=C2C(=NC=NC2=CC1OC)NC1=C(C=CC(=C1)C=1OC=CC1)OC)C(C=C)=O 1-((3R,4S)-3-fluoro-4-((4-((5-(furan-2-yl)-2-methoxy-phenyl)amino)-7-methoxy-quinazolin-6-yl)oxy)piperidin-1-yl)prop-2-en-1-one